S1SC(C2=C1C=CC=C2)=N benzo[c][1,2]dithiol-3-imine